(Z)-2-((4-Amino-2-fluorobut-2-en-1-yl)sulfonyl)-N-(4-(N,N-diisopropylsulfamoyl)phenyl)benzamid NC\C=C(\CS(=O)(=O)C1=C(C(=O)NC2=CC=C(C=C2)S(N(C(C)C)C(C)C)(=O)=O)C=CC=C1)/F